C(CC)C1=C(C=CC2=CC=CC=C12)C=C α-propyl-2-vinylnaphthalene